[2-(aminomethyl)-3,3-difluoro-allyl]-4-[[5-[2-(2-methoxyethylamino)pyrimidin-5-yl]-2-thienyl]methyl]-1,2,4-triazol-3-one trifluoroacetate salt FC(C(=O)O)(F)F.NCC(CC=1N(C(NN1)=O)CC=1SC(=CC1)C=1C=NC(=NC1)NCCOC)=C(F)F